N1=CC=CC=2C(=CC=CC12)C=O quinoline-5-carboxaldehyde